(S)-2-(2-(2-cyclopropylphenyl)pyrrolidin-1-yl)-7-azaspiro[3.5]nonane C1(CC1)C1=C(C=CC=C1)[C@H]1N(CCC1)C1CC2(C1)CCNCC2